rac-7-chloro-2-((1S*,2S*)-2-(4-methylpyrimidin-2-yl)cyclopropyl)-3,4-dihydropyrido[4,3-d]pyrimidine ClC1=CC=2N=C(NCC2C=N1)[C@@H]1[C@H](C1)C1=NC=CC(=N1)C |r|